FC1(CC12CC(C2)N(C(=O)[C@H]2N(CCC2)[S@](=O)(=NC)C2=CC=C(C=C2)C)CC2=CC=C(C=C2)C)F (2S)-N-((3S,5R)-1,1-difluorospiro[2.3]hexan-5-yl)-1-((R)-N,4-dimethylphenylsulfonimidoyl)-N-(4-methylbenzyl)pyrrolidine-2-carboxamide